(4-Bromopyridin-2-yl)methanamine BrC1=CC(=NC=C1)CN